methyl (2R,3S)-3-((tert-butyldimethylsilyl)oxy)-2-(1,1-dioxido thiomorpholino)butanoate [Si](C)(C)(C(C)(C)C)O[C@H]([C@H](C(=O)OC)N1CCS(CC1)(=O)=O)C